C[C@H](CCC(=C)C(C)C)[C@H]1CC[C@@]2([C@@]1(CCC3=C2CC[C@@H]4[C@@]3(CC[C@@H](C4(C)C)O)C)C)C The molecule is a tetracyclic triterpenoid that is 24,25-dihydrolanosterol carrying an additional methylene substituent at position 24. A natural product found in Taiwanofungus camphoratus. It has a role as a fungal metabolite. It is a 3beta-sterol, a tetracyclic triterpenoid and a 14alpha-methyl steroid. It derives from a 24,25-dihydrolanosterol.